[Na+].N1(C(CCC1)=O)C(=O)[O-] Pyrrolidonecarboxylic acid sodium salt